ClC1=C(C=CC=C1)[C@H]([C@@H](C)C=1N(C(C(=C(N1)C(=O)NC=1C=NOC1)O)=O)C)C=1C=NC(=NC1)C 2-((1r,2r)-1-(2-chlorophenyl)-1-(2-methylpyrimidin-5-yl)propan-2-yl)-5-hydroxy-N-(isoxazol-4-yl)-1-methyl-6-oxo-1,6-dihydropyrimidine-4-carboxamide